4-(3-(2-isopropoxyethoxy)-1H-indazol-5-yl)-2,6-dimethyl-1,4-dihydropyridine-3,5-dicarbonitrile C(C)(C)OCCOC1=NNC2=CC=C(C=C12)C1C(=C(NC(=C1C#N)C)C)C#N